COC=1C=C2CCN3C(C2=CC1C=1N=NN(N1)C)=C(C=C3C(=O)N3[C@@]1(CC[C@@H]1CCC3)C#N)CCC |r| rac-(1R,6S)-2-[8-methoxy-9-(2-methyltetrazol-5-yl)-1-propyl-5,6-dihydropyrrolo[2,1-a]isoquinoline-3-carbonyl]-2-azabicyclo[4.2.0]octane-1-carbonitrile